CC(/C=C/C(C(=O)OCC)NC(C1=CC=C(C=C1)OC1=NC=CC=N1)=O)(C)C ethyl (E)-5,5-dimethyl-2-[p-(2-pyrimidinyloxy)benzoylamino]-3-hexenoate